CC(C(C(=O)N)(CCCCCCCC)C)CCCCCCC dimethyl-octyl-decanamide